OC1=C(C=C(C=C1C(C)(C)C)CCC(=O)[O-])C(C)(C)C β-(4-hydroxy-3,5-di-tert-butylphenyl)propionate